spiro[cyclopropane-1,3'-pyrrolo[2,3-c]pyridin]-2'-one N1C(C2(C=3C1=CN=CC3)CC2)=O